(trimethylammonioethyl methacrylate) methyl-methacrylate COC(C(=C)C)=O.C[N+](C)(C)CCC=C(C(=O)[O-])C